O1CCC2=C1C=CC=C2N2C(C(NC1=CC=C(C=C21)C(F)(F)F)=O)=O 1-(2,3-dihydrobenzofuran-4-yl)-7-(trifluoromethyl)-1,4-dihydroquinoxaline-2,3-dione